F[C@H]1[C@H](O[C@@H]([C@H]1O)CO)N1C(N=C(C=C1)NC(=O)C1=NC(=NC=C1)C)=O N-(1-((2S,3R,4R,5R)-3-fluoro-4-hydroxy-5-(hydroxymethyl)tetrahydrofuran-2-yl)-2-oxo-1,2-dihydropyrimidin-4-yl)-2-methylpyrimidine-4-carboxamide